4H-pyrano[2,3-d]pyrimidin-4-one N=1C=NC(C=2C1OC=CC2)=O